ClC1=CC=2C(C=3N=C(N=CC3C2C=C1)N1N=CC=C1)=O 7-chloro-2-(1H-pyrazol-1-yl)-9H-indeno[2,1-d]Pyrimidin-9-one